(1S,2R)-N-(7-chloro-6-(4-((3R,4R)-4-hydroxy-3-methyltetrahydrofuran-3-yl)piperazin-1-yl)isoquinolin-3-yl)-2-(pyridin-2-yl)cyclobutane-1-carboxamide ClC1=C(C=C2C=C(N=CC2=C1)NC(=O)[C@@H]1[C@@H](CC1)C1=NC=CC=C1)N1CCN(CC1)[C@@]1(COC[C@@H]1O)C